4,5-diphenyl-2-(2-hydroxy-3-methoxyphenyl)imidazole C1(=CC=CC=C1)C=1N=C(NC1C1=CC=CC=C1)C1=C(C(=CC=C1)OC)O